3-chloro-5-((2-chloro-4-(trifluoromethyl)pyridin-3-yl)oxy)benzonitrile ClC=1C=C(C#N)C=C(C1)OC=1C(=NC=CC1C(F)(F)F)Cl